COC=1C=C(C=CC1OC)C1=NN2C(C=C(C=C2)C2CCN(CC2)C2CCN(CC2)CC(C)C)=N1 2-(3,4-dimethoxyphenyl)-7-(1'-isobutyl-[1,4'-bipiperidin]-4-yl)-[1,2,4]triazolo[1,5-a]pyridine